ethyl 5,5,5-trifluoro-3-hydroxy-3-methyl-pentanoate FC(CC(CC(=O)OCC)(C)O)(F)F